bromo-3-(2-(3-(4-n-butylphenyl)-4-oxothiazolidin-2-ylidene)hydrazono)-1H-indol-2-one BrN1C(C(C2=CC=CC=C12)=NN=C1SCC(N1C1=CC=C(C=C1)CCCC)=O)=O